N-methyl-N-(4-(2-methyl-4-oxoquinazolin-3(4H)-yl)phenyl)-1-phenylmeth-anesulfonamide CN(S(=O)(=O)CC1=CC=CC=C1)C1=CC=C(C=C1)N1C(=NC2=CC=CC=C2C1=O)C